F[B-](F)(F)F.C1(=CC=CC=C1)[S+](C)C1=CC=CC=C1 Diphenyl-(methyl)sulfonium tetrafluoroborate